CS(=O)(=O)CCNC(C)=O N-(2-methylsulfonyl-ethyl)-acetamide